C(C)(C)(C)S(=O)NCC1=CN=C(S1)OC1=CC2=C(C(=NO2)NS(=O)(=O)C=2C=C3CCCC3=CC2OC)C(=C1)OC N-(6-((5-(((tert-butylsulfinyl)amino)methyl)thiazol-2-yl)oxy)-4-methoxybenzo[d]isoxazol-3-yl)-6-methoxy-2,3-dihydro-1H-indene-5-sulfonamide